S1C(=NC2=C1C=CC=C2)NC(=NC(=O)NC2=C(C=CC=C2C)C)N N-benzo[d]thiazol-2-yl-N''-(2,6-dimethylaniline-carbonyl)-guanidine